BrC1=C(C=C(C=C1)N1CCC(CC1)CO)OC (1-(4-bromo-3-methoxyphenyl)piperidin-4-yl)methanol